2-((1R,5S,6R)-3-(1-(2,2-difluoroethyl)-1H-pyrazolo[3,4-b]pyrazin-6-yl)-3-azabicyclo[3.1.0]hexane-6-yl)-5-phenyl-1,3,4-thiadiazole FC(CN1N=CC=2C1=NC(=CN2)N2C[C@H]1C([C@H]1C2)C=2SC(=NN2)C2=CC=CC=C2)F